butyl (3R*,4R*)-4-[{[3,5-bis(trifluoromethyl)phenyl](methyl)carbamoyl}(methyl)amino]-3-(4-fluorophenyl)piperidine-1-carboxylate FC(C=1C=C(C=C(C1)C(F)(F)F)N(C(=O)N([C@H]1[C@@H](CN(CC1)C(=O)OCCCC)C1=CC=C(C=C1)F)C)C)(F)F |o1:16,17|